C1(OC(CC2=C1C=CC=C2)=O)=O 3,4-dihydro-1H-2-benzopyran-1,3-dione